C(C)(=O)O[C@@H]1C=C(CCC=C(C[C@@H]2OC([C@@H]([C@H]21)C)=O)C)C (3r,3ar,4r,11as)-3,6,10-trimethyl-2-oxo-3h,3ah,4h,7h,8h,11h,11ah-cyclodeca[b]furan-4-yl acetate